4-((2s,4r)-4-(2-fluoroethoxy)-1-((5-methoxy-7-methyl-1H-indol-4-yl)amino)piperidin-2-yl)benzoic acid FCCO[C@H]1C[C@H](N(CC1)NC1=C2C=CNC2=C(C=C1OC)C)C1=CC=C(C(=O)O)C=C1